CN(C)[Ti](N(C)C)(N(C)C)N(C)C.[In] indium tetrakis(dimethylamino)titanium